C1(C=CC1)O 2-cyclobutene-1-ol